(2R,11aS)-8-chloro-2,7-difluoro-5-(methylsulfinyl)-2,3,11,11a-tetrahydro-1H-10-oxa-3a,4,6,9-tetraazanaphtho[1,8-ef]azulene ClC1=C(C=2C3=C([C@@H]4CON=C14)C[C@H](CN3N=C(N2)S(=O)C)F)F